4-nitro-N-(prop-2-en-1-yl)benzenesulfonamide [N+](=O)([O-])C1=CC=C(C=C1)S(=O)(=O)NCC=C